6-(1-Hydroxyethyl)-3-methylquinazolin-4-one OC(C)C=1C=C2C(N(C=NC2=CC1)C)=O